OC(C)N1C(=NCC1)CCCCCCCCCCCCCC 1-hydroxyethyl-2-myristylimidazoline